1,1-dimethyl-3-(2,5,8,11,14,17,20,23-octaoxapentacosan-25-yl)-2-((1E,3E)-4-(N-phenylacetamido)buta-1,3-dien-1-yl)-1H-benzo[e]indol-3-ium iodide [I-].CC1(C(=[N+](C=2C=CC3=C(C12)C=CC=C3)CCOCCOCCOCCOCCOCCOCCOCCOC)\C=C\C=C\N(C(C)=O)C3=CC=CC=C3)C